N-(1-ethyl-2-oxo-1,2-dihydrobenzo[cd]indol-6-yl)-4-methoxybenzenesulfonamide C(C)N1C(C2=C3C(C(=CC=C13)NS(=O)(=O)C1=CC=C(C=C1)OC)=CC=C2)=O